N1(CCCCC1)C(=O)C=1C=NN2C1C=CC=C2C=2C=C1CCNC(C1=CC2)=O 6-(3-(piperidine-1-carbonyl)pyrazolo[1,5-a]pyridin-7-yl)-3,4-dihydroisoquinolin-1(2H)-one